2-((3-(2,6-Dioxopiperidin-3-yl)-1-methyl-1H-indazol-6-yl)oxy)-N-(4-(N-methylsulfamoyl)phenyl)acetamide O=C1NC(CCC1C1=NN(C2=CC(=CC=C12)OCC(=O)NC1=CC=C(C=C1)S(NC)(=O)=O)C)=O